C(#N)C1=C2C(=C(C(NC2=CC=C1F)=O)C1(CC1)C(=O)N[C@H](C)C1=NC=C(C=N1)C#N)C 1-(5-cyano-6-fluoro-4-methyl-2-oxo-1H-quinolin-3-yl)-N-[(1R)-1-(5-cyanopyrimidin-2-yl)ethyl]cyclopropane-1-carboxamide